[3-(3,5-difluoroanilino)-1-(2,2,2-trifluoroethyl)pyrazolo[4,3-c]pyridin-6-yl]-(1,4-oxazepan-4-yl)methanone FC=1C=C(NC2=NN(C3=C2C=NC(=C3)C(=O)N3CCOCCC3)CC(F)(F)F)C=C(C1)F